O=C1NC(CCC1C1=CC=C(C=C1)N1CCN(CC1)CC(=O)O)=O {4-[4-(2,6-dioxopiperidin-3-yl)phenyl]piperazin-1-yl}acetic acid